C(C=C)(=O)N[C@H]1CN(CCC1)CC1=CC(=NC=C1)C(=O)N 4-(((R)-3-acrylamidopiperidin-1-yl)methyl)picolinamide